C(=CC)SSCCC (E)-n-Propyl 1-propenyl disulfide